CC1=C(C(=O)P(OCCCC)(C(C2=C(C=C(C=C2C)C)C)=O)=O)C(=CC(=C1)C)C bis(2,4,6-trimethylbenzoyl)n-butoxyphosphine oxide